4-((7-(8-ethyl-7-fluoro-3-hydroxynaphthalen-1-yl)-8-fluoro-2-(((2R,7aS)-2-fluorotetrahydro-1H-pyrrolizin-7a(5H)-yl)methoxy)pyrido[4,3-d]pyrimidin-4-yl)(methyl)amino)butanoic acid C(C)C=1C(=CC=C2C=C(C=C(C12)C1=C(C=2N=C(N=C(C2C=N1)N(CCCC(=O)O)C)OC[C@]12CCCN2C[C@@H](C1)F)F)O)F